C(#N)C(C)(C)C=1C=C(C(=O)NC2=CN=NC(=C2)C=2C=NC3=CC(=NC=C3C2)N(C)CC2=CC=C(C=C2)OC)C=CN1 2-(2-cyanopropan-2-yl)-N-(6-(7-((4-methoxybenzyl)(methyl)amino)-1,6-naphthyridin-3-yl)pyridazin-4-yl)isonicotinamide